ClC1=CC=C(CN2C(N3C(C4=C2C=C(C=N4)N4CCOCC4)=NN=C3CC(C)C)=O)C=C1 6-(4-chlorobenzyl)-3-(2-methylpropyl)-8-(morpholin-4-yl)pyrido[2,3-e][1,2,4]triazolo[4,3-c]pyrimidin-5(6H)-one